S1C=NC(=C1)C1CC2=CC=CC=C2C=C1 2-(thiazol-4-yl)-1H-naphthalene